N-(3-(2-((2,6-Dioxopiperidin-3-yl)amino)-5-fluoropyridin-4-yl)prop-2-yn-1-yl)-5-(8-(7-isopropyl-1,3-dimethyl-2-oxo-2,3-dihydro-1H-benzo[d]imidazol-5-yl)isoquinolin-3-yl)picolinamide O=C1NC(CCC1NC1=NC=C(C(=C1)C#CCNC(C1=NC=C(C=C1)C=1N=CC2=C(C=CC=C2C1)C1=CC2=C(N(C(N2C)=O)C)C(=C1)C(C)C)=O)F)=O